tert-butyl (1-(2,4-dimethylphenyl)-3-ethoxypropan-2-yl)carbamate CC1=C(C=CC(=C1)C)CC(COCC)NC(OC(C)(C)C)=O